Cl.C1(CC1)CN1CC2=CC(=CC=C2CC1)NC=1N=NC(=CC1)C 2-(cyclopropylmethyl)-N-(6-methylpyridazin-3-yl)-1,2,3,4-tetrahydroisoquinolin-7-amine hydrochloride